5-[2-Fluoro-6-hydroxy-4-(1,4,5,6-tetrahydropyrimidin-2-ylamino)phenyl]-1,1-dioxo-1,2,5-thiadiazolidin-3-one FC1=C(C(=CC(=C1)NC=1NCCCN1)O)N1CC(NS1(=O)=O)=O